BrC=1C2=C(C3=C(N=CN=C3C1F)O)COC2 6-Bromo-5-fluoro-7,9-dihydrofuro[3,4-f]quinazolin-1-ol